C(C=C(C)C)C1=C(C=C(C=2C(C(=C(OC12)C1=CC=C(O)C=C1)O)=O)O)O 8-Prenylkaempferol